2-(5-(6-chloro-7-fluoro-5-methoxy-1-methyl-3-(1H-pyrazol-4-yl)-1H-indol-2-yl)-4H-1,2,4-triazol-3-yl)propionitrile ClC1=C(C=C2C(=C(N(C2=C1F)C)C=1NC(=NN1)C(C#N)C)C=1C=NNC1)OC